BrC=1C=2N(C=CC1N)N=CC2 4-bromopyrazolo[1,5-a]pyridin-5-amine